C(C)N1CSC2=C1C=CC(=C2)S(=O)(=O)ON=NOS(=O)(=O)C2=CC1=C(N(CS1)CC)C=C2 2-azo bis-(3-ethyl-benzothiazoline-6-sulfonate)